(((7-(5-(chlorodifluoromethyl)-1,2,4-oxadiazol-3-yl)imidazo[1,2-a]pyridin-2-yl)methyl)imino)(4-methoxyphenyl)(methyl)-λ6-sulfanone ClC(C1=NC(=NO1)C1=CC=2N(C=C1)C=C(N2)CN=S(=O)(C)C2=CC=C(C=C2)OC)(F)F